6-(4-(1-((2-(2,6-dioxopiperidin-3-yl)-4-fluoro-1-oxoisoindolin-5-yl)methyl)piperidin-4-yl)piperazin-1-yl)-2-(4-phenoxyphenyl)nicotinamide O=C1NC(CCC1N1C(C2=CC=C(C(=C2C1)F)CN1CCC(CC1)N1CCN(CC1)C1=NC(=C(C(=O)N)C=C1)C1=CC=C(C=C1)OC1=CC=CC=C1)=O)=O